2-[(4-tert-Butyl-2-fluoro-5-methoxy-phenyl)methyl]-N-[[1-(trifluoromethyl)cyclopropyl]methyl]-1,3-benzoxazole-5-carboxamide C(C)(C)(C)C1=CC(=C(C=C1OC)CC=1OC2=C(N1)C=C(C=C2)C(=O)NCC2(CC2)C(F)(F)F)F